5,11-dihydroindolo-[3,2-b]carbazole C1=C2C(=CC=C1)NC=1C2=CC=2NC3=CC=CC=C3C2C1